CC(CCNC(=O)C1=C(N=CS1)NC(C1=NC(=C(C=C1)O)C(F)(F)F)=O)(C)C N-(3,3-dimethylbutyl)-4-(5-hydroxy-6-(trifluoromethyl)picolinamido)thiazole-5-carboxamide